(18Z)-N,N-dimethylheptacosane-18-en-10-amine CN(C(CCCCCCCCC)CCCCCCC\C=C/CCCCCCCC)C